FC=1C(=CC=C2C(=NC(=NC12)OCC12CCCN2CCC1)N1C[C@H]2CC[C@@H](C1)N2C(C=C)=O)C2=CC(=CC1=CC=CC(=C21)F)O 1-((1R,5S)-3-(8-fluoro-7-(8-fluoro-3-hydroxynaphthalen-1-yl)-2-((tetrahydro-1H-pyrrolizin-7a(5H)-yl)methoxy)quinazolin-4-yl)-3,8-diazabicyclo[3.2.1]octan-8-yl)prop-2-en-1-one